C12CN(CC(CC1)N2)C=2C=CC(=C(C(=O)NC1(CC1)C1=C3C=CC=NC3=CC(=C1)C=1C=NN(C1)C)C2)C 5-(3,8-diazabicyclo[3.2.1]octan-3-yl)-2-methyl-N-(1-(7-(1-methyl-1H-pyrazol-4-yl)quinolin-5-yl)cyclopropyl)benzamide